4-(1,3-Dioxolan-2-yl)benzo[d][1,3]dioxolane O1C(OCC1)C1=CC=CC=2OCOC21